C(C)(C)(C)OC(=O)N1CCC(CC1)C1=NC(=CC=C1)OCC1=CC=NC2=CC(=CC=C12)F 4-(6-((7-fluoroquinoline-4-yl)methoxy)pyridin-2-yl)piperidine-1-carboxylic acid tert-butyl ester